(6-(3-(2-Chloro-5-fluorophenyl)-4-methyl-1H-pyrazol-1-yl)-2-azaspiro[3.3]hept-2-yl)(2-fluoro-5-hydroxyphenyl)methanone ClC1=C(C=C(C=C1)F)C1=NN(C=C1C)C1CC2(CN(C2)C(=O)C2=C(C=CC(=C2)O)F)C1